C(C)OC(=O)N1CC2(C1)CC(CC2)N2CCN(CC2)C2=NC=CC=C2N2CC(CC2)(F)F 6-{4-[3-(3,3-difluoropyrrolidin-1-yl)pyridin-2-yl]piperazin-1-yl}-2-azaspiro[3.4]octane-2-carboxylic acid ethyl ester